1-(4-amino-3-(4-phenylpiperazin-1-yl)phenyl)-1H-tetrazol-5(4H)-one NC1=C(C=C(C=C1)N1N=NNC1=O)N1CCN(CC1)C1=CC=CC=C1